ClC/C=C/C(=O)NC1=C(C=C(C=C1)C(=O)C1=CC=C2C(=CC=CN12)C1=CC2=C(N(C=N2)C)C=C1C(F)(F)F)F (2E)-4-chloro-N-(2-fluoro-4-{8-[1-methyl-6-(trifluoromethyl)-1H-1,3-benzodiazol-5-yl]indolizine-3-carbonyl}phenyl)but-2-enamide